tert-butyl (3R)-3-[(1S)-2-tert-butoxy-1-[(3-formylphenyl)methyl]-2-oxo-ethyl]pyrrolidine-1-carboxylate C(C)(C)(C)OC([C@@H](CC1=CC(=CC=C1)C=O)[C@@H]1CN(CC1)C(=O)OC(C)(C)C)=O